p-dimethylbenzenesulfonic acid CC1(CC=C(C=C1)C)S(=O)(=O)O